[Ru](O)(O)O ruthenium(III) hydroxide